(2S,4r)-N-[[(2S,4r)-1-benzyl-4-methoxy-pyrrolidin-2-yl]methyl]-1-[(2S)-2-(4-cyclopropyltriazol-1-yl)-3,3-dimethyl-butyryl]-4-hydroxy-pyrrolidine-2-carboxamide C(C1=CC=CC=C1)N1[C@@H](C[C@H](C1)OC)CNC(=O)[C@H]1N(C[C@@H](C1)O)C([C@H](C(C)(C)C)N1N=NC(=C1)C1CC1)=O